C(=C)C1=CC=C(CN)C=C1 4-vinylbenzylamine